(4-(4-((3-(1-(2,2-difluoroethyl)-3-(difluoromethyl)-1H-pyrazol-4-yl)imidazo[1,2-a]pyrazin-8-yl)amino)-2-ethylbenzoyl)piperazin-1-yl)(4-hydroxypiperidin-4-yl)methanone FC(CN1N=C(C(=C1)C1=CN=C2N1C=CN=C2NC2=CC(=C(C(=O)N1CCN(CC1)C(=O)C1(CCNCC1)O)C=C2)CC)C(F)F)F